(E)-3-(3-aminocyclobutyl)-2-((2,6-difluoro-4-methylphenyl)imino)-9,10-dimethoxy-2,3,6,7-tetrahydro-4H-pyrimido[6,1-a]isoquinolin-4-one NC1CC(C1)N/1C(N2C(C3=CC(=C(C=C3CC2)OC)OC)=C\C1=N/C1=C(C=C(C=C1F)C)F)=O